4-aminomethyl-1-(methylglycyl)piperidine NCC1CCN(CC1)C(CNC)=O